C(C)(=O)N1CC2(C1)N(C(CN(C2=O)C2=CC(=C(C#N)C=C2)F)=O)CC2=CC=C(C=C2)C(F)(F)F 4-(2-acetyl-6,9-dioxo-5-(4-(trifluoromethyl)benzyl)-2,5,8-triazaspiro[3.5]nonan-8-yl)-2-fluorobenzonitrile